C(CCCCCCCCCCCCCCCCCCCC(C)C)(=O)N isotricosanoic acid amide